NC1=NC2=CC(=CC=C2C=C1Cl)OC[C@H]1S[C@H]([C@@H]([C@@H]1O)O)N1C=CC2=C1N=CN=C2N (2R,3S,4R,5R)-2-(((2-Amino-3-chlorochinolin-7-yl)oxy)methyl)-5-(4-amino-7H-pyrrolo[2,3-d]pyrimidin-7-yl)tetrahydrothiophen-3,4-diol